CC=1N(C=CN1)C1=C(N=C(S1)NC1=NNC=N1)C=1C=C(C#N)C=CC1 3-[5-(2-Methyl-1H-Imidazol-1-Yl)-2-[(1H-1,2,4-Triazol-3-Yl)Amino]-1,3-Thiazol-4-Yl]Benzonitrile